C(C)(C)(C)OC(=O)NC=1C=C2C(=CN(C2=CC1)C(=O)OC(C)(C)C)Cl Tert-butyl 5-((tert-butoxycarbonyl) amino)-3-chloro-1H-indole-1-carboxylate